ClC=1C=C(C(=O)NC2=CC=C(C=C2)C(C(F)(F)F)(C(F)(F)F)O)C=CC1 3-chloro-N-(4-(1,1,1,3,3,3-hexafluoro-2-hydroxypropan-2-yl)phenyl)benzamide